tert-butyl 7-(((R)-tert-butylsulfinyl) amino)-3-fluoro-5,7-dihydrospiro[cyclopenta[b]pyridine-6,4'-piperidine]-1'-carboxylate C(C)(C)(C)[S@@](=O)NC1C2=NC=C(C=C2CC12CCN(CC2)C(=O)OC(C)(C)C)F